CC(C)C(C(C(CCC(CC(C)(C)C)C)C(=O)O)C)C 2,3,4,8,10,10-hexamethylundecane-5-carboxylic acid